Cl.BrC1=CC=C(C=C1)N1CC(NCC1)CN(C(CCl)=O)C N-((4-(4-bromophenyl)piperazin-2-yl)methyl)-2-chloro-N-methylacetamide hydrochloride